(Z)-5-((1H-pyrrolo[3,2-c]pyridin-3-yl)methylene)-3-methylthiazolidine-2,4-dione N1C=C(C=2C=NC=CC21)\C=C/2\C(N(C(S2)=O)C)=O